5-(2-chlorobenzyl)-3-((2-fluorobenzyl)amino)-4H-benzo[e][1,2,4]thiadiazine 1,1-dioxide ClC1=C(CC2=CC=CC3=C2NC(=NS3(=O)=O)NCC3=C(C=CC=C3)F)C=CC=C1